n-undecylstearate C(CCCCCCCCCC)OC(CCCCCCCCCCCCCCCCC)=O